(S)-N-(amino(4-(2-hydroxypropan-2-yl)thiazol-2-yl)(oxo)-λ6-sulfaneylidene)-2-(3,4-difluoro-2,6-diisopropylphenyl)acetamide N[S@@](=NC(CC1=C(C(=C(C=C1C(C)C)F)F)C(C)C)=O)(=O)C=1SC=C(N1)C(C)(C)O